N1(CCC1)C1CCC(CC1)C1=CC=C(N)C=C1 4-(4-(azetidin-1-yl)cyclohexyl)aniline